CN1N=C2C(=CC(=CC2=C1)C=1SC2=C(N=CN(C2=O)C2CCN(CC2)C(=O)OC(C)(C)C)N1)C tert-butyl 4-(2-(2,7-dimethyl-2H-indazol-5-yl)-7-oxothiazolo[4,5-d]pyrimidin-6(7H)-yl)piperidine-1-carboxylate